N,N-dimethylpropylurea CN(C(=O)NCCC)C